(neopentyl-cyclopentadienyl)trimethoxytitanium (i) C(C(C)(C)C)C1(C=CC=C1)CO[Ti-2](OC)OC